C(C=C)N1CCN(CC1)C1=C(C=C(C(=C1)OC)NC1=NC=NC(=C1)N1OCC[C@@H]1C1=CC(=CC(=C1)OC1=CC(=CC=C1)F)F)NC(C=C)=O (R)-N-(2-(4-allylpiperazin-1-yl)-5-((6-(3-(3-fluoro-5-(3-fluorophenoxy)phenyl)isoxazolidin-2-yl)pyrimidin-4-yl)amino)-4-methoxyphenyl)acrylamide